2-[(4Z)-3-(tert-butoxycarbonyl)-4-{[1-(tert-butoxycarbonyl)-6-chloroindol-3-yl]methylene}-2,5-dioxoimidazolidin-1-yl]-2-(4-cyanophenyl)ethoxyl-phosphonic acid C(C)(C)(C)OC(=O)N\1C(N(C(/C1=C/C1=CN(C2=CC(=CC=C12)Cl)C(=O)OC(C)(C)C)=O)C(COP(O)(O)=O)C1=CC=C(C=C1)C#N)=O